C(C)(=O)N1C2=CC=C(C=C2C=2C=C(C=CC12)C=1N=NN(C1)C1=CC(=C(C(=O)O)C=C1)O)C=1N=NN(C1)C1=CC(=C(C(=O)O)C=C1)O 4,4'-((9-acetyl-9H-carbazole-3,6-diyl)bis(1H-1,2,3-triazole-4,1-diyl))bis(2-hydroxybenzoic Acid)